COC1=C(CN(S(=O)(=O)C2=C(C=C(C=C2)N2CC(CCC2)(CCC2=CC(=CC=C2)C(F)(F)F)N(C)C)F)C2=NC=NC=C2)C=CC(=C1)OC N-(2,4-dimethoxybenzyl)-4-(3-(dimethylamino)-3-(3-(trifluoromethyl)-phenethyl)piperidin-1-yl)-2-fluoro-N-(pyrimidin-4-yl)benzenesulfonamide